Tert-butyl (S)-(8-(4-((1-(3-fluoropropyl) pyrrolidin-3-yl) oxy) phenyl)-5,6-dihydronaphthalen-2-yl) carbonate C(OC(C)(C)C)(OC1=CC=2C(=CCCC2C=C1)C1=CC=C(C=C1)O[C@@H]1CN(CC1)CCCF)=O